FC1=C(C2=C(C=CC=C2C=C1O)C#C[Si](C(C)C)(C(C)C)C(C)C)O fluoro-8-((triisopropylsilyl)ethynyl)naphthalene-1,3-diol